N-[(2-hydroxy-7-methyl-3-quinolinyl)methyl]-3-methoxy-N-(2-methoxyphenyl)benzamide OC1=NC2=CC(=CC=C2C=C1CN(C(C1=CC(=CC=C1)OC)=O)C1=C(C=CC=C1)OC)C